ClCCC(=C(C1=CC=C(C=C1)O)C1=CC=C(C=C1)N1CCN(CC1)CC=1C=C2C(N(C(C2=CC1)=O)C1C(NC(CC1)=O)=O)=O)C1=CC=C(C=C1)O 5-((4-(4-(4-chloro-1,2-bis(4-hydroxyphenyl)but-1-en-1-yl)phenyl)piperazin-1-yl)methyl)-2-(2,6-dioxopiperidin-3-yl)isoindoline-1,3-dione